CC1(N=C(OC1)NC1=CC(=NC=N1)NC1=CC(=C2C(=[N+]1[O-])C1(NC2=O)CCCCC1)C)C 2'-((6-((4,4-dimethyl-4,5-dihydrooxazol-2-yl)amino)pyrimidin-4-yl)amino)-4'-methyl-5'-oxo-5',6'-dihydrospiro[cyclohexane-1,7'-pyrrolo[3,4-b]pyridine] 1'-oxide